NC(CN1CC2=CC(=CC=C2C(C1)C)C(=O)NC=1C=NC=C(C1)C1CCCC1)=O 2-(2-amino-2-oxo-ethyl)-N-(5-cyclopentyl-3-pyridyl)-4-methyl-3,4-dihydro-1H-isoquinoline-7-carboxamide